OC[C@H](C1=CC=CC=C1)NC1=NC(=NC=C1C1=NN=NN1C)NC1=CC=C(C(=O)N(C)C)C=C1 4-[[4-[[(1S)-2-hydroxy-1-phenyl-ethyl]amino]-5-(1-methyltetrazol-5-yl)pyrimidin-2-yl]amino]-N,N-dimethyl-benzamide